5-(4-(4-(2-(2-Aminopyridin-3-yl)-3H-imidazo[4,5-b]pyridin-3-yl)benzyl)piperazine-1-carbonyl)nicotinonitrile NC1=NC=CC=C1C1=NC=2C(=NC=CC2)N1C1=CC=C(CN2CCN(CC2)C(=O)C=2C=NC=C(C#N)C2)C=C1